2,4-diamino-6-[(2-undecyl-1-imidazolyl)ethyl]s-triazine NC1=NC(=NC(=N1)N)CCN1C(=NC=C1)CCCCCCCCCCC